C[C@@H]1N(C[C@@H](C(C1)NC1=CC=C(C=C1)C(F)(F)F)C)C1=CC(N(C=2C=CC(=NC12)C#N)C)=O 8-((2S,5S)-2,5-Dimethyl-4-((4-(trifluoromethyl)phenyl)amino)piperidin-1-yl)-5-methyl-6-oxo-5,6-dihydro-1,5-naphthyridin-2-carbonitril